C(#N)C1=CC=C(C(=O)NCC=2OC=CN2)C=C1 4-cyano-N-(oxazol-2-ylmethyl)benzamide